1-benzyl-6-(3,5-dimethylisoxazol-4-yl)-4-fluoro-1H-benzo[d]imidazol-2(3H)-one C(C1=CC=CC=C1)N1C(NC2=C1C=C(C=C2F)C=2C(=NOC2C)C)=O